3-((5-(2-(2-aminopyridin-3-yl)-5-phenyl-3H-imidazo[4,5-b]pyridin-3-yl)pyridin-2-yl)carbamoyl)cyclopentane-1-carboxylic acid NC1=NC=CC=C1C1=NC=2C(=NC(=CC2)C2=CC=CC=C2)N1C=1C=CC(=NC1)NC(=O)C1CC(CC1)C(=O)O